C(CCCCCCCCCCCCCCCCC)N1C(=C(C(C2=C(C=C(C=C12)OC1OCCCC1)OC1OCCCC1)=O)OC1OCCCC1)C1=CC=C(C=C1)OC1OCCCC1 N-octadecyl-2-(4-tetrahydropyranyloxyphenyl)-3,5,7-tritetrahydropyranyloxyquinolin-4-one